Diazepino-indole N1=CC=C2C=CC=3C(=C12)C=CC=NN3